FC1=C(C=CC=C1C(F)(F)F)[C@@H](C)NC(=O)C=1C2=N[C@@H]3CCC[C@@H]3N2C=C(C1)C1CCOCC1 (2S,6R)-N-[(1R)-1-[2-fluoro-3-(trifluoromethyl)phenyl]ethyl]-11-tetrahydropyran-4-yl-1,7-diazatricyclo[6.4.0.02,6]dodeca-7,9,11-triene-9-carboxamide